C(CCCCCCC)OC1=CC=C(C=C1)NC(=O)C=1C(OC2=CC(=CC=C2C1)OC)=O N-(4-octaneoxyphenyl)-7-methoxycoumarin-3-formamide